FC1(NC(=C(N(C1F)N(C1=CC=CC=C1)CN1[C@H]2CO[C@@H](C1)C2)NC)C=2C1=C(C=NC2)N(C=N1)C)C(=O)[O-] 2,3-difluoro-4-[[[(1R,4R)-2-oxa-5-azabicyclo[2.2.1]heptan-5-yl]methyl]anilino]-5-(methylamino)-6-(3-methylimidazo[4,5-c]pyridin-7-yl)pyrazine-2-carboxylate